NC1CC2(CN(C2)C2=C(C=C(C=C2)NC2=NC=C(C(=N2)NC2=C(C=CC=C2)P(C)(C)=O)C)C)C1 (2-((2-((4-(6-amino-2-azaspiro[3.3]heptan-2-yl)-3-methylphenyl)amino)-5-methylpyrimidin-4-yl)amino)phenyl)dimethylphosphine oxide